2,4,6-trifluorophenylamine FC1=C(C(=CC(=C1)F)F)N